4-amino-N-[(3R)-7-(5-tert-butyl-1,3,4-oxadiazol-2-yl)-5-[(4-chlorophenyl)methyl]-8-fluoro-1,1,4-trioxo-2,3-dihydro-1λ6,5-benzothiazepin-3-yl]butanamide NCCCC(=O)N[C@H]1CS(C2=C(N(C1=O)CC1=CC=C(C=C1)Cl)C=C(C(=C2)F)C=2OC(=NN2)C(C)(C)C)(=O)=O